(5-(2-(aminomethyl)-7-(trifluoromethyl)benzofuran-5-yl)-2-fluorophenyl)(morpholino)methanone NCC=1OC2=C(C1)C=C(C=C2C(F)(F)F)C=2C=CC(=C(C2)C(=O)N2CCOCC2)F